1,2-dipetroselinyl-sn-glycero-3-phosphocholine C(CCCC\C=C/CCCCCCCCCCC)OC[C@@H](OCCCCC\C=C/CCCCCCCCCCC)COP(=O)([O-])OCC[N+](C)(C)C